CN(C/C=C/C(=O)N1CC2(C1)CN(CC2)C2=NC=1[C@@H]3[C@H](CCC1C(=C2C#N)C2=CC(=CC1=CC=CC=C21)O)C3)C (6aR,7aS)-2-(2-((2E)-4-(dimethylamino)-2-butenoyl)-2,6-diazaspiro[3.4]octan-6-yl)-4-(3-hydroxy-1-naphthalenyl)-6,6a,7,7a-tetrahydro-5H-cyclopropa[h]quinoline-3-carbonitrile